chloro-2-[[6-chloro-3-(3,6-dihydro-2H-thiopyran-4-yl)-4-quinolyl]amino]benzoic acid ClC=1C(=C(C(=O)O)C=CC1)NC1=C(C=NC2=CC=C(C=C12)Cl)C=1CCSCC1